C(CCC)SC1=C(C=C(C(=C1)OC)\C=C(/C)\[N+](=O)[O-])OC (E)-butyl(2,5-dimethoxy-4-(2-nitroprop-1-en-1-yl)phenyl)sulfane